ClC1=CNC2=C(C=CC(=C12)Cl)NS(=O)(=O)C=1C=NN(C1)CC(C)(C)O N-(3,4-Dichloro-1H-indol-7-yl)-1-(2-hydroxy-2-methyl-propyl)pyrazol-4-sulfonamid